Ethyl-2-methylthiazole C(C)C=1N=C(SC1)C